C(#N)C=1C=CC(=C(C1)NC(C1=C(C=C(C=C1)N(C)C)OC)=O)N1CCC(CC1)OC1=C(C=C(C=C1)F)F N-(5-cyano-2-(4-(2,4-difluorophenoxy)piperidin-1-yl)phenyl)-4-(dimethylamino)-2-methoxybenzamide